4-((2,2-difluoroethyl)(4-(5,6,7,8-tetrahydro-1,8-naphthyridin-2-yl)butyl)amino)-2-((1-methyl-1H-pyrazolo[3,4-d]pyrimidin-4-yl)amino)butanoic acid FC(CN(CCC(C(=O)O)NC1=C2C(=NC=N1)N(N=C2)C)CCCCC2=NC=1NCCCC1C=C2)F